CC(C(=O)Cl)(CCC)C 2,2-dimethylvaleryl chloride